(3R)-3-[(2-{2-[methanesulfinyl]phenyl}[1,2,4]triazolo[1,5-c]quinazolin-5-yl)amino]azepan-2-one CS(=O)C1=C(C=CC=C1)C1=NN2C(=NC=3C=CC=CC3C2=N1)N[C@H]1C(NCCCC1)=O